2-((6-hydroxypyridin-3-yl)methyl)-6-(2-(2,2,2-trifluoroethoxy)pyrimidin-5-yl)pyridazin-3(2H)-one OC1=CC=C(C=N1)CN1N=C(C=CC1=O)C=1C=NC(=NC1)OCC(F)(F)F